FC(C(=O)O)(F)F.N1=C(C=CC=C1)NC1CNC1 3-[(pyridin-2-yl)amino]azetidine trifluoroacetate